C1(CC1)S(=O)(=O)N1N=CC(=C1)C1=NC=CC(=N1)C1(C=C(C(=CN1)C1=NC=C(C=C1)C(C)(C)F)NC1CCC(CC1)F)N 6'-(2-(1-(Cyclopropylsulfonyl)-1H-pyrazol-4-yl)pyrimidin-4-yl)-N4'-(4-fluorocyclohexyl)-5-(2-fluoropropan-2-yl)-[2,3'-bipyridine]-4',6'-diamine